(dl)-glucose O=C[C@H](O)[C@@H](O)[C@H](O)[C@H](O)CO |r|